(2R,6R)-1-benzyl-2-isobutyl-1,4-diazepan-6-ol C(C1=CC=CC=C1)N1[C@@H](CNC[C@H](C1)O)CC(C)C